CC1=C(NC(=C1)C)\C=C/1\C(=CC(N1)=C1N=C2C=CC=CC2=C1)OC 2-[(5Z)-5-[(3,5-dimethyl-1H-pyrrol-2-yl)methylidene]-4-methoxypyrroL-2-ylidene]indole